N4-(5-(1-(2-oxa-6-azaspiro[3.3]heptan-6-yl)ethyl)pyridin-2-yl)-5-fluoro-N6-(3-(methylsulfonyl)pyridin-2-yl)pyrimidine-4,6-diamine C1OCC12CN(C2)C(C)C=2C=CC(=NC2)NC2=NC=NC(=C2F)NC2=NC=CC=C2S(=O)(=O)C